C(C)(=O)N1[C@H](CCC2=CC(=CC=C12)C1=CC=C(C(=O)N(C)CCN(C(=O)C=2N=C3N(C=C(N=C3N3CCOCC3)C=3C=NC(=NC3)N)C2)C)C=C1)C (S)-N-(2-(4-(1-Acetyl-2-methyl-1,2,3,4-tetrahydroquinolin-6-yl)-N-methylbenzamido)ethyl)-6-(2-amino-pyrimidin-5-yl)-N-methyl-8-morpholinoimidazo[1,2-a]pyrazine-2-carboxamide